N-(3-(4-Methylpiperazin-1-yl)phenyl)-5-(quinolin-6-yl)-7H-pyrrolo[2,3-d]pyrimidin-2-amine CN1CCN(CC1)C=1C=C(C=CC1)NC=1N=CC2=C(N1)NC=C2C=2C=C1C=CC=NC1=CC2